C(C)C=1C=CC=C2C(C(NC12)=O)=O 7-ethyl-1H-indole-2,3-dione